ClCCCC1S(NC2=C(O1)C=C(C=C2)C)(=O)=O 3-(3-Chloropropyl)-6-methyl-1H-4,2,1-benzoxathiazin-2,2-dioxid